Cl.FC=1C=C(C=C(C1)F)C(C)C1(CCNCC1)C#N 4-(1-(3,5-difluorophenyl)ethyl)piperidine-4-carbonitrile hydrochloride